1-(3-acetylphenyl)-3-(5-(4-fluorophenyl)-3-(2-methoxyethyl)-4-oxo-3,4-dihydroquinazolin-6-yl)urea C(C)(=O)C=1C=C(C=CC1)NC(=O)NC=1C(=C2C(N(C=NC2=CC1)CCOC)=O)C1=CC=C(C=C1)F